3-[[1-[(3R,4R)-1-(2-fluorophenyl)sulfonyl-3-phenyl-piperidine-4-carbonyl]-4-hydroxy-4-piperidinyl]methyl]-7-phenyl-pyrrolo[2,3-d]pyrimidin-4-one FC1=C(C=CC=C1)S(=O)(=O)N1C[C@H]([C@@H](CC1)C(=O)N1CCC(CC1)(O)CN1C=NC2=C(C1=O)C=CN2C2=CC=CC=C2)C2=CC=CC=C2